FC(S(=O)(=O)C1=CC=C(C=C1)COC=1C=C2CCN3[C@@H](C2=CC1OC)C[C@H]([C@@H](C3)CC(C)(C)C)O)F (2R,3R,11bR)-9-[(4-difluoromethanesulfonyl-phenyl)methoxy]-3-(2,2-dimethylpropyl)-10-methoxy-1H,2H,3H,4H,6H,7H,11bH-pyrido[2,1-a]isoquinolin-2-ol